FC(C)(F)C1=NC(=CC(=N1)NC1=CC(=NC=C1C1=NN(C=C1)CC(C)(C)O)NC(C)=O)C N-(4-((2-(1,1-difluoroethyl)-6-methylpyrimidin-4-yl)amino)-5-(1-(2-hydroxy-2-methylpropyl)-1H-pyrazol-3-yl)pyridin-2-yl)acetamide